BrC1=C(C=C(C=C1)OC)C(CC1OC2=C(O1)C=CC(=C2)C)=O 1-(2-bromo-5-methoxyphenyl)-2-(5-methylbenzo[d][1,3]dioxol-2-yl)ethan-1-one